CS(=O)(=O)OCCOCCOCCOCCOCCC(=O)OC(C)(C)C tert-Butyl 1-(methanesulfonyloxy)-3,6,9,12-tetraoxapentadecan-15-oate